C(=O)(O)CN(CC(=O)O)CC1=C(C(=CC(=C1)C(C1=CC=CC=C1)=O)CN(CC(=O)O)CC(=O)O)O 2,6-bis[N,N-bis(carboxymethyl)aminomethyl]-4-benzoylphenol